CCCC1=NN(C(=C1N)C(=O)N)C 4-Amino-1-methyl-3-n-propyl-1H-pyrazole-5-carboxamide